C(C)C(CCC(=O)O)CCOC1=C(C=CC=C1)CN1C(=NC2=C1C=CC=C2)C2=CC=C(C=C2)OC(F)(F)F 4-Ethyl-6-(2-((2-(4-(trifluoromethoxy)phenyl)-1H-benzo[d]imidazol-1-yl)methyl)phenoxy)hexanoic acid